COCCNC1CCCCC1 N-(2-methoxyethyl)cyclohexylamine